5-chloro-3-((3-nitrophenyl)thio)-1H-indole ClC=1C=C2C(=CNC2=CC1)SC1=CC(=CC=C1)[N+](=O)[O-]